2-[(7R)-4-azaspiro[2.5]octan-7-yl]-6-{2,8-dimethylimidazo[1,2-b]pyridazin-6-yl}phthalazin-1-one C1CC12NCC[C@H](C2)N2C(C1=CC=C(C=C1C=N2)C=2C=C(C=1N(N2)C=C(N1)C)C)=O